COC(=O)C=1C(=C2C(=NC1O)C(=NN2CC)C)O 1-ethyl-5,7-dihydroxy-3-methyl-1H-pyrazolo[4,3-b]pyridine-6-carboxylic acid methyl ester